Methyl 2-((1R,3R)-3-((2S,3S)-2-amino-N-hexyl-3-methylpentanamido)-1-(tert-butyldimethylsilyloxy)-4-methylpentyl)thiazole-4-carboxylate N[C@H](C(=O)N(CCCCCC)[C@H](C[C@@H](O[Si](C)(C)C(C)(C)C)C=1SC=C(N1)C(=O)OC)C(C)C)[C@H](CC)C